1H-indole-5-carbonylphosphonic acid N1C=CC2=CC(=CC=C12)C(=O)P(O)(O)=O